2-ethylpyrazole-3-carboxylic acid C(C)N1N=CC=C1C(=O)O